OC(CC=1C=NC=CC1)(P(O)(O)=O)P(O)(O)=O 1-hydroxy-2-(3-pyridinyl)ethylidenebis-phosphonic acid